FC(N1N=CC(=C1)C=1C=C2C(=NC=NN2C1)N1CC2CCC(C1)N2C(=O)[C@@H]2[C@@H](C2)F)F (3-(6-(1-(difluoromethyl)-1H-pyrazol-4-yl)pyrrolo[2,1-f][1,2,4]triazin-4-yl)-3,8-diazabicyclo[3.2.1]oct-8-yl)((1R,2R)-2-fluorocyclopropyl)methanone